BrCCCCCC(OCC)OCC 6-bromo-1,1-diethoxyhexane